Methyl 1-(4-bromo-3-methoxyphenyl)cyclopropane-1-carboxylate BrC1=C(C=C(C=C1)C1(CC1)C(=O)OC)OC